COC1CC(C1)OC1=NN(C=C1[N+](=O)[O-])COCC[Si](C)(C)C 3-((1r,3r)-3-methoxycyclobutoxy)-4-nitro-1-((2-(trimethylsilyl)ethoxy)methyl)-1H-pyrazole